5-(6-(difluoromethyl)-2-(methylsulfonyl)pyrimidin-4-yl)-1-(4-methoxy-3-(trifluoromethyl)benzyl)pyridin-2(1H)-one FC(C1=CC(=NC(=N1)S(=O)(=O)C)C=1C=CC(N(C1)CC1=CC(=C(C=C1)OC)C(F)(F)F)=O)F